Cl.Cl.FC1=CC(=CC=2N(C=NC21)C/C=C/[C@H]2NCCC[C@@H]2O)F (2R,3S)-2-((E)-3-(4,6-difluoro-1H-benzo[d]imidazol-1-yl)prop-1-en-1-yl)piperidin-3-ol dihydrochloride